4-(aminomethyl)-6-(5-(methylsulfonyl)pyridin-3-yl)phthalazin-1(2H)-one NCC1=NNC(C2=CC=C(C=C12)C=1C=NC=C(C1)S(=O)(=O)C)=O